CC=1C(=NC(=C(C(=O)O)C1)Cl)OCC1=CC=C(C=C1)OC Methyl-2-chloro-6-((4-methoxybenzyl)oxy)nicotinic acid